2-(1-Oxo-1-(3-(5-(trifluoromethyl)pyrimidin-2-yl)-3,6-diazabicyclo[3.1.1]heptane-6-yl)propan-2-yl)-2H-indazole-7-carboxamide O=C(C(C)N1N=C2C(=CC=CC2=C1)C(=O)N)N1C2CN(CC1C2)C2=NC=C(C=N2)C(F)(F)F